(8R,9S,10S)-4,10-bis[(dimethylamino)methyl]-N-(4-methoxyphenyl)-9-[4-(2-phenylethynyl)phenyl]-1,6-diazabicyclo[6.2.0]decane-6-carboxamide CN(C)CC1CCN2[C@@H]([C@@H]([C@@H]2CN(C1)C(=O)NC1=CC=C(C=C1)OC)C1=CC=C(C=C1)C#CC1=CC=CC=C1)CN(C)C